N-(6-((4-methylpiperazin-1-yl)methyl)pyridin-3-yl)pyrimidin-2-amine CN1CCN(CC1)CC1=CC=C(C=N1)NC1=NC=CC=N1